6-[4-(trifluoromethyl)pyrazol-1-yl]pyridine-3-sulfonyl chloride FC(C=1C=NN(C1)C1=CC=C(C=N1)S(=O)(=O)Cl)(F)F